2-(2-methoxypyrimidinyl)-4,4,5,5-tetramethylimidazoline-3-oxide COC1=NC=CC(=N1)C=1NC(C([N+]1[O-])(C)C)(C)C